2-(3-(2-fluoro-4-methoxyphenyl)-6-oxopyridazin-1(6H)-yl)-N-isopentylacetamide FC1=C(C=CC(=C1)OC)C1=NN(C(C=C1)=O)CC(=O)NCCC(C)C